2-bromo-N-(2-(4-bromophenyl)-2,2-difluoroethyl)acetamide BrCC(=O)NCC(F)(F)C1=CC=C(C=C1)Br